[Si](C)(C)(C(C)(C)C)OCC(C)C=1SC(=C(N1)C(F)(F)F)C1=NC(=NC=C1F)Cl 2-(1-((tert-butyldimethylsilyl)oxy)propan-2-yl)-5-(2-chloro-5-fluoropyrimidin-4-yl)-4-(trifluoromethyl)thiazole